CCC[C@@H](C)[C@H]1CC[C@H]2[C@@H]3CC[C@@H]4CCCC[C@]4(C)[C@H]3CC[C@]12C 5β-cholan